CC=1C(=CC2=C(C=NS2)C1C1=C(C=2N=C(N=C(C2C=N1)N1C[C@@](CCC1)(O)C)OCC12CCCN2CCC1)F)C (3R)-1-(7-(5,6-dimethylbenzo[d]isothiazol-4-yl)-8-fluoro-2-((tetrahydro-1H-pyrrolizin-7a(5H)-yl)methoxy)pyrido[4,3-d]pyrimidin-4-yl)-3-methylpiperidin-3-ol